C[Al](I)I methyl-aluminum Diiodide